C(C1=CC=CC=C1)(C1=CC=CC=C1)C1CN2C(C=3N1N=CC(C3O)=O)=NC=N2 6-benzhydryl-11-hydroxy-5,6-dihydro-10H-[1,2,4]triazolo[5',1':3,4]pyrazino[1,2-b]pyridazin-10-one